FC(C=1N=CN(C1)CC1CC2(CN(C2)C=O)C1)(F)F [6-[[4-(trifluoromethyl)imidazol-1-yl]methyl]-2-azaspiro[3.3]heptan-2-yl]methanone